tert-butyl-(dimethyl)[(oxiran-2-yl)methoxy]silane C(C)(C)(C)[Si](OCC1OC1)(C)C